1,4-bis(hydroxymethyl)-cyclohexane di(methacrylate) C(C(=C)C)(=O)O.C(C(=C)C)(=O)O.OCC1CCC(CC1)CO